C(C)OC(=O)[C@@]1(C[C@H]([C@H](C1)F)N=[N+]=[N-])CC1=CC(=CC=C1)C1=NC=C(C=N1)Br |o1:5,7,8| (1R*,3R*,4S*)-3-azido-1-(3-(5-bromopyrimidin-2-yl)benzyl)-4-fluorocyclopentane-1-carboxylic acid ethyl ester